C(CCC)C1C(=NN(C1(C(=O)NCCOC)C)C1=CC=CC=C1)C1=CC=C(C=C1)Cl 4-butyl-3-(4-chlorophenyl)-N-(2-methoxyethyl)-5-methyl-1-phenyl-4,5-dihydro-1H-pyrazole-5-carboxamide